5-mercapto-2-(methylamino)pentanoic acid SCCCC(C(=O)O)NC